(S)-N-(5-(2-hydroxy-6-methoxybenzamido)-1-(5-(naphthalen-2-yl)-1H-imidazol-2-yl)pentyl)thiazole-5-carboxamide OC1=C(C(=O)NCCCC[C@@H](C=2NC(=CN2)C2=CC3=CC=CC=C3C=C2)NC(=O)C2=CN=CS2)C(=CC=C1)OC